2-(4-(3-(2-(5-(4-methoxybenzyl)-4-oxo-3-(trifluoromethyl)-4,5-dihydro-1H-pyrazolo[3,4-d]pyridazin-1-yl)propoxy)propionyl)piperazin-1-yl)pyrimidine-5-carbonitrile COC1=CC=C(CN2N=CC3=C(C2=O)C(=NN3C(COCCC(=O)N3CCN(CC3)C3=NC=C(C=N3)C#N)C)C(F)(F)F)C=C1